Methyl (R)-2-fluoro-5-((4-(methyl-d3)morpholin-2-yl)methoxy)-3-(5-methylthiazol-2-yl)benzoate FC1=C(C(=O)OC)C=C(C=C1C=1SC(=CN1)C)OC[C@H]1CN(CCO1)C([2H])([2H])[2H]